2-(3,4-dimethylphenyl)-N-(1,1-dioxido-2,3-dihydrothiophen-3-yl)pyrimidine-5-carboxamide CC=1C=C(C=CC1C)C1=NC=C(C=N1)C(=O)NC1CS(C=C1)(=O)=O